2-isoamyl-Pentenyl-1,3,5-trihydroxybenzene C(CC(C)C)C(=CC1=C(C=C(C=C1O)O)O)CCC